FC1=C(C=CC=C1)N1C(=NN=C1C=1SC=CN1)C1CC(C1)NC(=O)C1=NC=CC=C1 N-((1S,3r)-3-(4-(2-fluorophenyl)-5-(thiazol-2-yl)-4H-1,2,4-triazol-3-yl)cyclobutyl)pyridineamide